N-((3-(trifluoromethyl)phenyl)sulfonyl)-3-(3,4,5-trimethoxyphenyl)-1H-pyrazole-5-carboxamide FC(C=1C=C(C=CC1)S(=O)(=O)NC(=O)C1=CC(=NN1)C1=CC(=C(C(=C1)OC)OC)OC)(F)F